4-((S or R)-4-((1R,5S)-3,8-diazabicyclo[3.2.1]octan-3-yl)-6-chloro-2-(3-(dimethyl-amino)azetidin-1-yl)-8-fluoro-quinazolin-7-yl)-5-fluoro-naphthalen [C@H]12CN(C[C@H](CC1)N2)C2=NC(=NC1=C(C(=C(C=C21)Cl)C2=CC=CC1=CC=CC(=C21)F)F)N2CC(C2)N(C)C